OCC1=CC=C(C=C1)NC(=O)[C@H](C(C)C)NC(=O)[C@H]1N(CCC1)C(=O)OCC1C2=CC=CC=C2C=2C=CC=CC12 9H-fluoren-9-ylmethyl (2S)-2-[[(1S)-1-[[4-(hydroxymethyl)phenyl] carbamoyl]-2-methyl-propyl]carbamoyl]pyrrolidine-1-carboxylate